C(C)N(S(=O)(=O)C(F)(F)F)CC N,N-diethyl-trifluoro-methanesulfonamide